(S)-5-((S)-4-fluoro-2-hydroxy-4-methylpentanoyl)-N-((S)-3-oxo-1-((S)-2-oxopyrrolidin-3-yl)-4-(trifluoromethoxy)butan-2-yl)-5-azaspiro[2.4]-heptane-6-carboxamide FC(C[C@@H](C(=O)N1CC2(CC2)C[C@H]1C(=O)N[C@@H](C[C@H]1C(NCC1)=O)C(COC(F)(F)F)=O)O)(C)C